N-[(2,6-dichloro-4-pyridyl)methyl]methanesulfonamide ClC1=NC(=CC(=C1)CNS(=O)(=O)C)Cl